6-[(4-chloro-5-methylpyridin-2-yl)amino]-4-{[3-methoxy-4-(1-methyl-1H-1,2,4-triazol-3-yl)pyridin-2-yl]amino}-N-(2H3)methylpyridazine-3-carboxamide ClC1=CC(=NC=C1C)NC1=CC(=C(N=N1)C(=O)NC([2H])([2H])[2H])NC1=NC=CC(=C1OC)C1=NN(C=N1)C